C(#N)C1=CC=C(S1)C1=CC=C(C=C1)[C@]1([C@@H](COC1)NS(=O)(=O)C(C)C)O N-{(3R,4R)-4-[4-(5-cyano-2-thienyl)phenyl]-4-hydroxytetrahydrofuran-3-yl}propane-2-sulfonamide